nitrobenzo[d]oxazole-2(3H)-thione [N+](=O)([O-])N1C(OC2=C1C=CC=C2)=S